C(C)OC(C1=CC(=CC=C1)NC1C(N(CCC1)[C@H]1CN(CCC1)C1=NC=NC(=C1F)N)=O)=O 3-((3'r)-1'-(6-amino-5-fluoropyrimidin-4-yl)-2-oxo-1,3'-bipiperidin-3-ylamino)benzoic acid ethyl ester